C(C)(C)(C)OC(NC1(CCC(CC1)N(CC1=CC=CC=C1)CC1=CC=CC=C1)C)=O (4-(dibenzylamino)-1-methylcyclohexyl)carbamic acid tert-butyl ester